3-(chloromethyl)-2-methoxy-4,6-dimethylpyridine ClCC=1C(=NC(=CC1C)C)OC